FC1=CC=C2CCCNC2=C1OC1=CC=CC=C1 7-fluoro-8-phenoxy-1,2,3,4-tetrahydroquinoline